OCC(C)N1C=NC2=C(C1=O)C=C(N=C2C2=CC=C(C=C2)C(F)(F)F)C2=CC=C(C=C2)C(F)(F)F 3-(1-hydroxy-prop-2-yl)-6,8-bis(4-(trifluoromethyl)phenyl)pyrido[3,4-d]pyrimidin-4(3H)-one